2-chloro-3-isopropyl-7-(1-(tetrahydro-2H-pyran-2-yl)-1H-pyrazol-4-yl)imidazo[2,1-f][1,2,4]triazin-4(3H)-one ClC1=NN2C(C(N1C(C)C)=O)=NC=C2C=2C=NN(C2)C2OCCCC2